C(CC=C)C1COC2=CC=CC=C2C1N 3-(but-3-en-1-yl)chroman-4-amine